ClC1=C(C(=CC=C1Cl)OC)[C@H]1C[C@H](N(C1)C(=O)O)C(CCO)O (2S,4R)-4-(2,3-dichloro-6-methoxyphenyl)-2-(1,3-dihydroxypropyl)pyrrolidine-1-carboxylic acid